ethyl({2-[bis(propan-2-yl)amino]ethyl}sulfanyl)(methyl)phosphinate C(C)OP(=O)(C)SCCN(C(C)C)C(C)C